C(C)(=O)C1=C(C=C(C=N1)OC(C#N)(C)C)SCC 2-[(6-acetyl-5-ethylsulfanyl-3-pyridyl)oxy]-2-methyl-propanenitrile